O=C1NC(CCC1C1=CC=C(CN(C2CCN(CC2)C2=CC=C3CN(C(C3=C2)=O)C(C(=O)NC=2SC=CN2)C2=C(C=CC(=C2)F)O)C)C=C1)=O 2-(6-(4-((4-(2,6-dioxopiperidin-3-yl)benzyl)(methyl)amino)piperidin-1-yl)-1-oxoisoindolin-2-yl)-2-(5-fluoro-2-hydroxyphenyl)-N-(thiazol-2-yl)acetamide